The molecule is a member of the class of 2-nitroanisoles that is anisole in which one of the hydrogens ortho to the methoxy group is replaced by a nitro group. It has a role as a carcinogenic agent. COC1=CC=CC=C1[N+](=O)[O-]